C(CCCCCCC)OC1CCC(=O)OCC1 γ-octyloxy-ε-caprolactone